7-bromo-4-((2,4-dimethoxybenzyl)amino)imidazo[1,5-a]quinoxaline-9-carbonitrile BrC=1C=C2N=C(C=3N(C2=C(C1)C#N)C=NC3)NCC3=C(C=C(C=C3)OC)OC